C(C=C)C=1C(=C(C(C(=O)O)=CC1)C(=O)O)CC=C.C(C=1C(C(=O)OCC=C)=CC=CC1)(=O)OCC=C diallyl phthalate (diallyl phthalate)